C(C)(C)(C)OC(=O)N1CC2(N(C3=NC(=CC=C3CC2)C)CC2=CC=C(C=C2)OC)CC1C(=O)O 1-(tert-butoxycarbonyl)-1'-(4-methoxybenzyl)-7'-methyl-3',4'-dihydro-1'h-spiro[pyrrolidine-3,2'-[1,8]naphthyridine]-5-carboxylic acid